[11-13C]-linoleic acid C(CCCCCCC\C=C/[13CH2]\C=C/CCCCC)(=O)O